(R)-N-(1-(4-chlorophenyl)-2,2,2-trifluoroethyl)-N-methyl-[1,2,4]triazolo[4,3-c]pyrimidine-7-sulfonamide ClC1=CC=C(C=C1)[C@H](C(F)(F)F)N(S(=O)(=O)C1=CC=2N(C=N1)C=NN2)C